1,3-bis(2',6'-dimethylphenyl)-imidazolinium CC1=C(C(=CC=C1)C)[NH+]1CN(CC1)C1=C(C=CC=C1C)C